2-Chloro-4-(methoxymethoxy)-1-nitrobenzene ClC1=C(C=CC(=C1)OCOC)[N+](=O)[O-]